C(C)C=1C(=CC=C2C=C(C=C(C12)C1=C(C=2N=CN=C(C2C=N1)N1CCOC[C@@](C1)(C)O)F)O)F 7-(8-ethyl-7-fluoro-3-hydroxy-naphthalen-1-yl)-8-fluoro-4-[(6S)-6-hydroxy-6-methyl-1,4-oxazepan-4-yl]pyrido[4,3-d]pyrimidin